3-[(6-iodo-1,3-benzothiazol-2-yl)carbamoyl]bicyclo[2.2.1]hept-5-ene IC1=CC2=C(N=C(S2)NC(=O)C2CC3C=CC2C3)C=C1